C(C1=CC=CC=C1)N1C(CN(CC1)C(=O)OCCCC)=O butyl 4-benzyl-3-oxo-piperazine-1-carboxylate